4-(1-Benzothiophen-2-yl)-4-hydroxypiperidine-1-carboxylic acid tert-butyl ester C(C)(C)(C)OC(=O)N1CCC(CC1)(O)C=1SC2=C(C1)C=CC=C2